4-(6-Cyclohexylmethyl-3-hydroxy-pyridin-2-yl)-4-oxo-butyric acid ethyl ester C(C)OC(CCC(=O)C1=NC(=CC=C1O)CC1CCCCC1)=O